2-(1H-pyrrolo[2,3-b]pyridin-5-yloxy)-N-{[6-(tetrahydro-2H-pyran-4-ylmethoxy)-5-(trifluoromethyl)pyridin-3-yl]sulfonyl}benzamide N1C=CC=2C1=NC=C(C2)OC2=C(C(=O)NS(=O)(=O)C=1C=NC(=C(C1)C(F)(F)F)OCC1CCOCC1)C=CC=C2